(11R)-6-(2,6-dimethylphenyl)-11-isobutyl-12-[2-(methylamino)ethyl]-2,2-dioxo-9-oxa-2λ6-thia-3,5,12,19-tetrazatricyclo[12.3.1.14,8]nonadeca-1(18),4(19),5,7,14,16-hexaen-13-one CC1=C(C(=CC=C1)C)C1=NC=2NS(C=3C=CC=C(C(N([C@@H](COC(=C1)N2)CC(C)C)CCNC)=O)C3)(=O)=O